ClC=1C=C(C=CC1C)S(=O)(=O)NC=1C=C2C(N(CC2=CC1)C1C(NC(CC1)=O)=O)=O 3-chloro-N-(2-(2,6-dioxopiperidin-3-yl)-3-oxoisoindolin-5-yl)-4-methylbenzenesulfonamide